4-methyl-3-(methylsulfonyl)-N-((2-(6-(1-oxo-2,7-diazaspiro[4.4]nonan-2-yl)pyridin-2-yl)-1,6-naphthyridin-7-yl)methyl)benzamide CC1=C(C=C(C(=O)NCC2=NC=C3C=CC(=NC3=C2)C2=NC(=CC=C2)N2C(C3(CC2)CNCC3)=O)C=C1)S(=O)(=O)C